C(C)(C)(C)C1=C2C(=C3C=NC(=NC3=C1)C(F)(F)F)N=CC=C2 5-(tert-butyl)-8-(trifluoromethyl)pyrido[2,3-f]Quinazoline